10-((((9H-fluoren-9-yl)methoxy)carbonyl)amino)-17-isopropyl-2,2-dimethyl-4,11,15,18-tetraoxo-20-(3-ureidopropyl)-3-oxa-5,12,16,19-tetraazahenicosan-21-oic acid C1=CC=CC=2C3=CC=CC=C3C(C12)COC(=O)NC(CCCCNC(OC(C)(C)C)=O)C(NCCC(NC(C(NC(C(=O)O)CCCNC(=O)N)=O)C(C)C)=O)=O